C(C=C)C1=C(N)C=C(C=C1)C 2-allyl-5-methylaniline